FC1=C(C=C(C=C1)F)[C@@H]1C[C@@H](C=2N1N=C(N2)SC)F (5S,7S)-5-(2,5-difluorophenyl)-7-fluoro-2-(methylthio)-6,7-dihydro-5H-pyrrolo[1,2-b][1,2,4]triazole